CC1=CC=CC2=C1NC(S2)=S 4-Methyl-2(3H)-benzothiazolthion